N-Methyl-3-(1-methylimidazol-4-yl)-4-[[6-(trifluoromethyl)-2-pyridyl]amino]benzenesulfonamide CNS(=O)(=O)C1=CC(=C(C=C1)NC1=NC(=CC=C1)C(F)(F)F)C=1N=CN(C1)C